4-Bromo-5-methoxy-3-methyl-1-((2-(trimethylsilyl)ethoxy)methyl)-1H-benzo[d]imidazol-2(3H)-one BrC1=C(C=CC=2N(C(N(C21)C)=O)COCC[Si](C)(C)C)OC